(para-methoxyphenyl)phosphine COC1=CC=C(C=C1)P